FC=1C=C(C=C(C1)F)[C@@H]1CC(C2=NN(C(N21)=O)C2=CC=C(C=C2)F)F (5S)-5-(3,5-difluorophenyl)-7-fluoro-2-(4-fluorophenyl)-2,5,6,7-tetrahydro-3H-pyrrolo[2,1-c][1,2,4]triazol-3-one